NC1=NC=CC=C1C1=NC=2C(=NC(=CC2)N2N=C(C=C2)F)N1C=1C=C2CC[C@@H](C2=CC1)NC(C1=CC(=C(C=C1)O)C(=O)[2H])=O (S)-N-(5-(2-(2-aminopyridin-3-yl)-5-(3-fluoro-1H-pyrazol-1-yl)-3H-imidazo[4,5-b]pyridin-3-yl)-2,3-dihydro-1H-inden-1-yl)-3-(formyl-d)-4-hydroxybenzamide